4-(bromomethyl)-6-fluoro-5-(4-fluoro-3-iodo-phenoxy)-1-(p-tolylsulfonyl)indole BrCC1=C2C=CN(C2=CC(=C1OC1=CC(=C(C=C1)F)I)F)S(=O)(=O)C1=CC=C(C=C1)C